3-phenoxytrimethylene monothiocarbonate C1(OCCC(OC2=CC=CC=C2)O1)=S